(4,6-dimethyl-1,3-phenylene)bismaleimide CC1=C(C=C(C(=C1)C)C=1C(=O)NC(C1)=O)C=1C(=O)NC(C1)=O